C1(=CC=CC=C1)N(C1=C(C(=CC=2C3=CC=CC=C3CC12)C1=CC=CC=C1)C1=CC=CC=C1)C1=C(C=CC=C1)C1=CC=CC=2OC3=C(C21)C=CC=C3 (phenyl)(dibenzofuranylphenyl)(diphenylfluorenyl)amine